Cl.Cl.COC1=CC=C(C=C1)C=CC1=NC2=CC=CC=C2C(=N1)NCCCN(C)C N'-[2-[2-(4-methoxyphenyl)ethenyl]-4-quinazolinyl]-N,N-dimethyl-1,3-propanediamine dihydrochloride